OCCOC1=C(C=C(C=C1)C1(C2=CC=CC=C2C=2C=CC=CC12)C1=CC(=C(C=C1)OCCO)C(C)(C)C)C(C)(C)C 9,9-bis(4-(2-hydroxyethoxy)-3-tert-butylphenyl)fluorene